methyl 1H-pyrrole-3-carboxylate N1C=C(C=C1)C(=O)OC